ethyl 5-(3-(piperidin-1-yl)propoxy)-1H-indole-2-carboxylate N1(CCCCC1)CCCOC=1C=C2C=C(NC2=CC1)C(=O)OCC